ClC1=CC2=C(C(=N1)C(C)(C)F)N(C(N2C)=O)C 6-Chloro-4-(2-fluoropropan-2-yl)-1,3-dimethyl-1,3-dihydro-2H-imidazo[4,5-c]pyridin-2-one